1-ethyl-3-(3-dimethylaminoprolyl)carbodiimide C(C)N=C=NC([C@H]1NCCC1N(C)C)=O